FC1=C(C=C(C=C1)NC(=O)C=1C(=C(N(C1C)C)C(C(=O)NC1(CC(C1)OP(=O)(O)O)C)=O)C)C.ClC1=NC(=CC=C1C=O)Cl 2,6-dichloro-3-pyridineformaldehyde (1s,3s)-3-(2-(4-((4-fluoro-3-methylphenyl)carbamoyl)-1,3,5-trimethyl-1H-pyrrol-2-yl)-2-oxoacetamido)-3-methylcyclobutyl-dihydrogenphosphate